N-(4-bromopyridin-2-yl)-2-{2-methyl-2,7-diazaspiro[3.5]nonan-7-yl}acetamide BrC1=CC(=NC=C1)NC(CN1CCC2(CN(C2)C)CC1)=O